BrC=1C(=C2C(=NC1)N=C(N2)C2=C(N(C(=C2)C)C=2C=C(C=CC2)C(=O)N2CCN(CC2)C)C)N[C@@H]2CN(CC2)S(=O)(=O)CC (S)-(3-(3-(6-Bromo-7-((1-(ethylsulfonyl)pyrrolidin-3-yl)amino)-1H-imidazo[4,5-b]pyridin-2-yl)-2,5-dimethyl-1H-pyrrol-1-yl)phenyl)(4-methylpiperazin-1-yl)methanon